2-(3-bromobenzyl)-6-(4-methoxyphenyl)pyridazin-3(2H)-one BrC=1C=C(CN2N=C(C=CC2=O)C2=CC=C(C=C2)OC)C=CC1